CC=1OC=CC1C=CC1=NC(=NC(=N1)C(Cl)(Cl)Cl)C(Cl)(Cl)Cl 2-[2-(2-methyl-furanyl)-vinyl]-4,6-bis(trichloromethyl)-s-triazin